C1(=CC=CC=C1)C1=NC2=C3N=C4C(CC3=CC=C2C=C1)=NC=N4 2-phenyl-imidazo[4,5][1,10]phenanthroline